4-[5-(2-aminoethyl)pyrimidin-2-yl]-3-(2-methyl-6-phenylpyrimidin-4-yl)oxybenzonitrile NCCC=1C=NC(=NC1)C1=C(C=C(C#N)C=C1)OC1=NC(=NC(=C1)C1=CC=CC=C1)C